NC1=CC=C(C(=C1C1=CC(N2[C@@H](CCC2C1)C(=O)OCC(=O)C1=C(C(=NC=C1)NC(C)=O)C)=O)F)Cl 2-(2-Acetamido-3-methylpyridin-4-yl)-2-oxoethyl (3S)-7-(6-amino-3-chloro-2-fluorophenyl)-5-oxo-1,2,3,5,8,8a-hexahydroindolizine-3-carboxylate